C(=CCCCCCCCCCCCCCCCC)N1C(=C(C(C=C1)=O)OCC1=CC=CC=C1)C#N N-octadecenyl-2-cyano-3-benzyloxypyridin-4-one